COC=1C=C2C(C=C(OC2=CC1OC)CCC1=CC=C(C=C1)OC)=O 6,7-dimethoxy-2-[2-(4-methoxyphenyl)ethyl]chromone